FC(C1=NN=C(S1)C1=NC=C2N1C=C(C=C2C2CCN(CC2)C(=O)N(C)C)S(NC2(CC2)C)(=O)=O)F 4-(3-(5-(difluoromethyl)-1,3,4-thiadiazol-2-yl)-6-(N-(1-methylcyclopropyl)sulfamoyl)imidazo[1,5-a]pyridin-8-yl)-N,N-dimethylpiperidine-1-carboxamide